C(C)S(=O)(=O)C=1C(=NN2C1N=CC=C2)C2=NC1=C(C=NC(=C1)C(F)(F)F)N2C 2-(3-ethylsulfonylpyrazolo[1,5-a]pyrimidin-2-yl)-3-methyl-6-(trifluoromethyl)imidazo[4,5-c]-pyridine